[C@H]12CNC[C@@H]2C1CS(=O)(=O)N1[C@@H]2C[C@@H]2[C@H](CC1)NC(=O)C1=NOC(=C1)C1COC1 N-((1R,5S,6R)-2-((((1R,5S,6r)-3-azabicyclo[3.1.0]hexan-6-yl)methyl)sulfonyl)-2-azabicyclo[4.1.0]heptan-5-yl)-5-(oxetan-3-yl)isoxazole-3-carboxamide